2-(((diphenylmethylene)amino)-4-methylthiazol-5-yl)-4-(trifluoromethyl)-3,4-dihydro-isoquinolone C1(=CC=CC=C1)C(C1=CC=CC=C1)=NC=1SC(=C(N1)C)N1C(C2=CC=CC=C2C(C1)C(F)(F)F)=O